OC1CC(C1)C(=O)N1CC=NC2=CC=CC=C12 4-(3-hydroxycyclobutanecarbonyl)-3,4-dihydroquinoxalin